C(C1=CC=CC=C1)OC(=O)N1C[C@H](CCC1)NC1=NC2=CC=C(C=C2C=N1)C1=C(C=CC(=C1)NS(=O)(=O)CC1=CC=CC=C1)F.FC(C1=NC(=NO1)C1=CC=C(C=C1)CNC(CCC)=O)(F)F 1-N-[[4-[5-(trifluoromethyl)-1,2,4-oxadiazol-3-yl]phenyl]methyl]butanamide benzyl-(S)-3-((6-(2-fluoro-5-((phenylmethyl)sulfonamido)phenyl)quinazolin-2-yl)amino)piperidine-1-carboxylate